4-hydroxyarginine OC(C[C@H](N)C(=O)O)CNC(N)=N